CCCCC=C(CC)C1=C(C(=O)Cl)C=CC=C1 Octane-5-en-6-yl-benzoyl chloride